C(C)(C)(C)OC(C[C@@H]1CC[C@H](CC1)NC(=O)OCC1=CC=CC=C1)=O.C(C1=CC=CC=C1)NCCC[Si](OCC)(OCC)OCC 3-(benzylamino)propyltriethoxysilane trans-tert-butyl-2-(4-(((benzyloxy)carbonyl)amino)cyclohexyl)acetate